C(C1=CC=CC=C1)OC1=CC=C(C=C1)N1C=NC(=C1C)C(=O)OCC Ethyl 1-(4-(benzyloxy) phenyl)-5-methyl-1H-imidazole-4-carboxylate